C(=O)(OC(C)(C)C)C(CCC[C@H](N)C(=O)O)N 6-(Boc)-L-lysine